CC1(OCC[C@H](C1)C1=NC2=CC=C(C=C2C=N1)C=O)C (R)-2-(2,2-dimethyltetrahydro-2H-pyran-4-yl)quinazoline-6-carbaldehyde